C1(CC1)C=1N=CC=2C=C3C(=C(C2C1)S(=O)(=O)NCC(C)(C)F)CCC(C3)N3C(=NN=C3)NC=3N(N=C(C3)C)C 3-cyclopropyl-8-[3-[(2,5-dimethylpyrazol-3-yl)amino]-1,2,4-triazol-4-yl]-N-(2-fluoro-2-methylpropyl)-6,7,8,9-tetrahydrobenzo[g]isoquinoline-5-sulfonamide